tert-butyl (S)-(4-(1-((4-methyl-4H-1,2,4-triazol-3-yl)thio)ethyl)pyridin-2-yl)carbamate CN1C(=NN=C1)S[C@@H](C)C1=CC(=NC=C1)NC(OC(C)(C)C)=O